S1C(=NC2=C1C=CC=C2)NC2=C(C1=C(N=N2)N(CC1)C=1SC=C(N1)C(=O)OCC)C1CC1 ethyl 2-{3-[(1,3-benzothiazol-2-yl)amino]-4-cyclopropyl-5H,6H,7H-pyrrolo[2,3-c]pyridazin-7-yl}-1,3-thiazole-4-carboxylate